C(#N)C1=C(C=CC(=C1)C(F)(F)F)N1CCC(CC1)(C(=O)NC[C@H](CO)N(C)C)C=1C=NC(=CC1)C=1N(C=CC1)C 1-[2-cyano-4-(trifluoromethyl)phenyl]-N-[(2R)-2-(dimethylamino)-3-hydroxypropyl]-4-[6-(1-methyl-1H-pyrrol-2-yl)pyridin-3-yl]piperidine-4-carboxamide